1-[3-(1-Hydroxyethyl)-6-[5-[(6-methylpyridazin-3-yl)amino]benzimidazol-1-yl]-2-pyridyl]-4-methyl-pyrazole-3-carbonitrile OC(C)C=1C(=NC(=CC1)N1C=NC2=C1C=CC(=C2)NC=2N=NC(=CC2)C)N2N=C(C(=C2)C)C#N